NC1=NC2=NC=C(N=C2C(=N1)O)CCN(C(C)=O)C1=CC=C(C(=O)OCC)C=C1 ethyl 4-(N-(2-(2-amino-4-hydroxypteridin-6-yl)ethyl)acetamido)benzoate